(S)-3-(methyl-(quinolin-4-yl)amino)pyrrolidine-1-carboxylic acid tert-butyl ester C(C)(C)(C)OC(=O)N1C[C@H](CC1)N(C1=CC=NC2=CC=CC=C12)C